FC=1C=C2C(C(=CN(C2=CC1F)C1=CC=C(C=C1)OCC1=CC=C(C=C1)OC)C(=O)OCC)=O ethyl 6,7-difluoro-1-(4-((4-methoxybenzyl) oxy) phenyl)-4-oxo-1,4-dihydroquinoline-3-carboxylate